acrylamidopropyltetrakis(dimethylsilyloxy)dimethylbutylsilane C(C=C)(=O)NCCC[Si](C(C(CC)(O[SiH](C)C)O[SiH](C)C)(O[SiH](C)C)O[SiH](C)C)(C)C